CN1N=CC(=C1)NC1=NC=CC(=N1)C=1C=CC2=C(CCCC[C@H]2NC(OC(C)(C)C)=O)C1 tert-butyl (R)-(2-(2-((1-methyl-1H-pyrazol-4-yl)amino)pyrimidin-4-yl)-6,7,8,9-tetrahydro-5H-benzo[7]annulen-5-yl)carbamate